COC(=O)[C@@H]1N(CCC1)S(=O)(=O)C1=CC=C(C=C1)C1=CC=C(C=C1)[N+](=O)[O-] (2R)-1-[4-(4-Nitrophenyl)benzenesulfonyl]pyrrolidine-2-carboxylic acid methyl ester